6-methoxy-2-methyl-4-(3-(o-tolyl)-7,8-dihydro-1,6-naphthyridin-6(5H)-yl)quinazoline COC=1C=C2C(=NC(=NC2=CC1)C)N1CC=2C=C(C=NC2CC1)C1=C(C=CC=C1)C